tert-Butyl 3-(1-cyano-1-(4-fluorophenyl)propyl)azetidine-1-carboxylate C(#N)C(CC)(C1=CC=C(C=C1)F)C1CN(C1)C(=O)OC(C)(C)C